3-[5-(2-methyl-1,3-dioxolan-2-yl) thiazol-2-yl]propanoate CC1(OCCO1)C1=CN=C(S1)CCC(=O)[O-]